COC(=O)C1CN(CCO1)C1=CC=2N=C(N(C(C2C(=N1)C1=C(C=C(C=C1)Cl)F)=O)C)C 4-(5-(4-chloro-2-fluorophenyl)-2,3-dimethyl-4-oxo-3,4-dihydropyrido[4,3-d]pyrimidin-7-yl)morpholine-2-carboxylic acid methyl ester